SCCC(C(=O)O)C 4-mercapto-2-methylbutanoic acid